i-butanoic acid C(C(C)C)(=O)O